Cl.C[C@]1(NCCC1)C(=O)NC1=CC=C(C=C1)OC=1C=NC=CC1 (R)-2-methyl-N-(4-(pyridin-3-yloxy)phenyl)pyrrolidine-2-carboxamide hydrochloride